1-(4-acryloylpiperazin-1-yl)-6-(8-chloronaphthalen-1-yl)-3-morpholino-5,6,7,8-tetrahydro-2,6-naphthyridine-4-carbonitrile C(C=C)(=O)N1CCN(CC1)C1=NC(=C(C=2CN(CCC12)C1=CC=CC2=CC=CC(=C12)Cl)C#N)N1CCOCC1